COC(CCC1=C(C(=C(C(=C1)C(C)(C)C)O)C(C)(C)C)CC1=CC(=C(C(=C1)C(C)(C)C)O)C(C)(C)C)=O 3-(3,5-di-tert-butyl-2-(3,5-di-tert-butyl-4-hydroxybenzyl)-4-hydroxyphenyl)propionic acid methyl ester